2-((6-(4-(aminomethyl)-4-hydroxypiperidin-1-yl)-3,5-dicyano-4-ethylpyridin-2-yl)sulfanyl)-2-phenylacetamide NCC1(CCN(CC1)C1=C(C(=C(C(=N1)SC(C(=O)N)C1=CC=CC=C1)C#N)CC)C#N)O